1,4,5-trimethyl-3-octylimidazolium CN1C=[N+](C(=C1C)C)CCCCCCCC